N1C(CNCCC1)=O hexahydro-2H-1,4-diazepin-2-one